FC(C1(CC1)N1C=C2C(=NN(C(C2=CC1=O)=O)C)N[C@@H](C)C=1N2C=CC=C2C=CC1)F (S)-6-(1-(difluoromethyl)cyclopropyl)-4-((1-(indolizin-5-yl)ethyl)amino)-2-methyl-2,6-dihydropyrido[3,4-d]pyridazine-1,7-dione